6,13-dimethyl-5,7,12,14-tetraoxaoctadec-9-ene CC(OCCCC)OCC=CCOC(OCCCC)C